(3R,4R)-4-(azetidin-3-yloxy)-3-fluoro-piperidine-1-carboxylic acid tert-butyl ester C(C)(C)(C)OC(=O)N1C[C@H]([C@@H](CC1)OC1CNC1)F